(2S)-2-[[2-[(1,1-dioxo-2H-thiochromen-6-yl)amino]-5-(5-methyl-1,3,4-thiadiazol-2-yl)pyrimidin-4-yl]amino]-2-phenyl-ethanol O=S1(CC=CC2=CC(=CC=C12)NC1=NC=C(C(=N1)N[C@H](CO)C1=CC=CC=C1)C=1SC(=NN1)C)=O